[2-(4-chloro-3-fluorophenyl)-2-oxoethyl]malonic acid dimethyl ester COC(C(C(=O)OC)CC(=O)C1=CC(=C(C=C1)Cl)F)=O